OC[C@H](C1=CC=CC=C1)NC1=CC(=NC=C1C(=O)O)NC1=CC=C2C(=N1)C(OB2OC)(C)C (S)-4-((2-hydroxy-1-phenylethyl)amino)-6-((1-methoxy-3,3-dimethyl-1,3-dihydro-[1,2]oxaborolo[4,3-b]pyridin-5-yl)amino)nicotinic acid